(S)-3-(5-Bromo-2-methoxy-4-nitrophenoxy)tetrahydrofuran BrC=1C(=CC(=C(O[C@@H]2COCC2)C1)OC)[N+](=O)[O-]